CC12C3C(C(C=C1)C2)C(=O)OC3=O 1-methyl-5-norbornene-2,3-dicarboxylic acid anhydride